N-[6-(5-amino-6-chloropyridin-2-yl)quinolin-4-yl]prop-2-enamide NC=1C=CC(=NC1Cl)C=1C=C2C(=CC=NC2=CC1)NC(C=C)=O